2',3',5'-tri-O-[tert-butyl(dimethyl)silyl]-N6-[2-nitrobenzyl(tert-butyl)oxycarbonyl]-adenosine [Si](C)(C)(C(C)(C)C)O[C@H]1[C@@H](O[C@@H]([C@H]1O[Si](C)(C)C(C)(C)C)CO[Si](C)(C)C(C)(C)C)N1C=NC=2C(NC(=O)OC(CCC3=C(C=CC=C3)[N+](=O)[O-])(C)C)=NC=NC12